FC(COC=1C=C(C=CC1F)[C@H]1[C@@H](C1)C=1C=NC(=NC1)C1=NC=CC=N1)F trans-5-(2-(3-(2,2-difluoroethoxy)-4-fluorophenyl)cyclopropyl)-2,2'-bipyrimidine